[Br].CN1CN(C=C1)CCCC 1-methyl-3-butyl-imidazole bromine salt